3-methoxy-5-nitrobenzoic acid methyl ester COC(C1=CC(=CC(=C1)[N+](=O)[O-])OC)=O